C(C)(C)(C)N1N=C(C=C1NC1=CC(=NC=C1)CCC12CC(C1)(C2)NC(OC(C)(C)C)=O)[C@@H]2C[C@@H](CC2)O[Si](C)(C)C(C)(C)C tert-butyl (3-(2-(4-((1-(tert-butyl)-3-((1S,3R)-3-((tert-butyldimethylsilyl)oxy)cyclopentyl)-1H-pyrazol-5-yl)amino)pyridin-2-yl)ethyl)bicyclo[1.1.1]pentan-1-yl)carbamate